O1C(=CC=C1)C1CC(CC(C1)=O)=O 5-(2-furyl)-1,3-cyclohexanedione